1,1,3,7,7-Pentamethyl-1,3,5,5,7-pentaphenyltetrasiloxan C[Si](O[Si](O[Si](O[Si](C1=CC=CC=C1)(C)C)(C1=CC=CC=C1)C1=CC=CC=C1)(C1=CC=CC=C1)C)(C1=CC=CC=C1)C